C12C=CC(C(C1)CN1C[C@@H]3[C@H](C1)CC(C3)CNC=3N=NC(=CC3)C=3C(=NN(C3)C)C)C2 N-[[(3aR,6aS)-2-(5-bicyclo[2.2.1]hept-2-enylmethyl)-3,3a,4,5,6,6a-hexahydro-1H-cyclopenta[c]pyrrol-5-yl]methyl]-6-(1,3-dimethylpyrazol-4-yl)pyridazin-3-amine